C(C)(=O)OCC1C(CC[C@H]2C(CCC[C@]12C)(C)C)=O |r| ((4aSR,8aSR)-5,5,8a-trimethyl-2-oxodecahydronaphthalen-1-yl)methyl acetate